BrC1=CC=C(C=C1)N1CC2(C1)CC(C2)CC(=O)OCC ethyl 2-[2-(4-bromophenyl)-2-azaspiro[3.3]heptan-6-yl]acetate